FC(S(=O)(=N)C=1C=C(C(=O)NCC2=NC=C3C=CC(=NC3=C2)C2=NC(=CC=C2)N2C[C@@H](O[C@@H](C2)C)C)C=CC1)F 3-(S-(difluoromethyl)sulfonimidoyl)-N-((2-(6-((cis)-2,6-dimethylmorpholino)pyridin-2-yl)-1,6-naphthyridin-7-yl)methyl)benzamide